ClC1=CC=C(C=C1)C1=CC2=C(N=CN(C2=O)[C@H](CO)C(C)C)C(=N1)C1=CC(=CC=C1)Cl (S)-6-(4-chlorophenyl)-8-(3-chlorophenyl)-3-(1-hydroxy-3-methylbutan-2-yl)pyrido[3,4-d]pyrimidin-4(3H)-one